(R)-(6-(3-methyl-3H-[1,2,3]triazolo[4,5-b]pyridin-6-yl)thieno[2,3-b]pyridin-2-yl)(tetrahydro-2H-pyran-4-yl)methanol CN1N=NC=2C1=NC=C(C2)C2=CC=C1C(=N2)SC(=C1)[C@H](O)C1CCOCC1